hexa-(3,4-dicyanophenoxy)cyclotriphosphazene C(#N)C=1C=C(OP2(=NP(=NP(=N2)(OC2=CC(=C(C=C2)C#N)C#N)OC2=CC(=C(C=C2)C#N)C#N)(OC2=CC(=C(C=C2)C#N)C#N)OC2=CC(=C(C=C2)C#N)C#N)OC2=CC(=C(C=C2)C#N)C#N)C=CC1C#N